(1R,2S)-2-((S)-5H-imidazo[5,1-a]isoindol-5-yl)spiro[3.3]heptan-1-ol C=1N=CN2C1C1=CC=CC=C1[C@@H]2[C@H]2[C@H](C1(C2)CCC1)O